3-(((3-(diethylamino)propoxy)carbonyl)oxy)pentadecyl-4,4-bis((2-ethylhexyl)oxy)butanoate C(C)N(CCCOC(=O)OC(CCOC(CCC(OCC(CCCC)CC)OCC(CCCC)CC)=O)CCCCCCCCCCCC)CC